N-(1-(hydroxymethyl)cyclopropyl)pyridine-2-carboxamide OCC1(CC1)NC(=O)C1=NC=CC=C1